C1(=C(C=CC=C1)NC(OC1CCNCC1)=O)C1=CC=CC=C1 piperidin-4-yl [1,1'-biphenyl]-2-ylcarbamate